COC=1C=C2CC(C(C2=CC1)=O)=CC1=CC(=CC=C1)Br 2,3-dihydro-5-methoxy-2-[(3-bromophenyl)methylene]-1H-indenone